methyl 4-chloro-1H-pyrrolo[2,3-b]pyridine-2-carboxylate ClC1=C2C(=NC=C1)NC(=C2)C(=O)OC